FC([C@@H](C)OC=1C=C(C#N)C=CN1)(F)F |r| (+-)-2-((1,1,1-trifluoropropan-2-yl)oxy)isonicotinonitrile